(S)-2-amino-3-(4-((2S,4r,6S)-2-cyano-7-((5-methoxy-7-methyl-1H-indol-4-yl)methyl)-7-azaspiro[3.5]nonan-6-yl)benzamido)propanoic acid N[C@H](C(=O)O)CNC(C1=CC=C(C=C1)[C@@H]1CC2(CC(C2)C#N)CCN1CC1=C2C=CNC2=C(C=C1OC)C)=O